BrC=1C=CC(=NC1)OCCOCCOCCOCCOCCOCC(=O)OC(C)(C)C tert-butyl 17-((5-bromopyridin-2-yl)oxy)-3,6,9,12,15-pentaoxaheptadecan-1-oate